1-(5-tert-butylisoxazol-3-yl)-3-(4-(1-(3-methoxy-4-(2-morpholinoethoxy)-phenyl)-1H-1,2,3-triazol-4-yl)phenyl)-urea C(C)(C)(C)C1=CC(=NO1)NC(=O)NC1=CC=C(C=C1)C=1N=NN(C1)C1=CC(=C(C=C1)OCCN1CCOCC1)OC